CC1=C[C@H]([C@@H](CC1)C(=C)C)C1=C(C=C(C=C1O[Si](C)(C)C)CCCCC)O[Si](C)(C)C (2-((1R,6R)-3-methyl-6-(prop-1-en-2-yl)cyclohex-2-enyl)-5-pentyl-1,3-phenylene)bis(oxy)bis(trimethylsilane)